ClC1=C(C=CC(=C1)CC(CN1CC2(CS(C2)(=O)=O)CC1)C)C1CCC(CC1)=O 4-(2-chloro-4-(3-(2,2-dioxo-2-thia-6-azaspiro[3.4]oct-6-yl)-2-methylpropyl)phenyl)cyclohexanone